3-(5-(4-(2-(1-((2-(2-(Cyclohexylmethoxy)-4,6-dihydroxy-3-methylbenzoyl)isoindolin-5-yl)methyl)piperidin-4-yl)acetyl)piperazin-1-yl)-1-oxoisoindolin-2-yl)piperidine-2,6-dione C1(CCCCC1)COC1=C(C(=O)N2CC3=CC=C(C=C3C2)CN2CCC(CC2)CC(=O)N2CCN(CC2)C=2C=C3CN(C(C3=CC2)=O)C2C(NC(CC2)=O)=O)C(=CC(=C1C)O)O